(pyridin-4-yl)-1H-1,2,3-triazole-4-carboxamide N1=CC=C(C=C1)N1N=NC(=C1)C(=O)N